FC(F)(F)C=1C(N=C2C=CC=CC12)(O)[2H] trifluoromethyl-indolol-2-d